(±)-4-(4-(1-aminoethyl)-8-fluoroquinolin-6-yl)-N-(1-((difluoromethyl)sulfonyl)piperidin-4-yl)-5-fluoropyrimidin-2-amine N[C@H](C)C1=CC=NC2=C(C=C(C=C12)C1=NC(=NC=C1F)NC1CCN(CC1)S(=O)(=O)C(F)F)F |r|